N-[(4S,5S)-1-cyclopentyl-7-ethyl-4-(4-fluorophenyl)-3-methyl-6-oxo-1H,4H,5H,6H,7H-pyrazolo[3,4-b]pyridin-5-yl]-3-methylbenzamide C1(CCCC1)N1N=C(C2=C1N(C([C@H]([C@H]2C2=CC=C(C=C2)F)NC(C2=CC(=CC=C2)C)=O)=O)CC)C